CC1=C(C=C(C=C1)C1=NN=C(N1)C1=CC=CC=C1)S(=O)(=O)N1CCN(CC1)C1COC1 ((2-methyl-5-(5-phenyl-4H-1,2,4-triazol-3-yl)phenyl)sulfonyl)-4-(oxetan-3-yl)piperazine